NCC1=CC=CC=C1 4-Aminomethyl-benzen